(±)-cis-3-((6-(4-(((cyclopentyl-(methyl)carbamoyl)oxy)methyl)-3-methylisoxazol-5-yl)-2-methyl-pyridin-3-yl)oxy)cyclohexane-1-carboxylic acid C1(CCCC1)N(C(=O)OCC=1C(=NOC1C1=CC=C(C(=N1)C)O[C@H]1C[C@H](CCC1)C(=O)O)C)C |r|